C(C)NC(C)C N-ethyl(isopropyl)amine